ClC=1C(=NC(=NC1)N1CCC(CC1)C(=O)O)NC1=CC2=C(N(C(N2CCC(C)(C)O)=O)C)C=C1 1-[5-chloro-4-[[3-(3-hydroxy-3-methyl-butyl)-1-methyl-2-oxo-benzimidazol-5-yl]amino]pyrimidin-2-yl]piperidine-4-carboxylic acid